FC(C(=O)N1CC(C1)N1N=C(C=2C1=NC=CC2)C#CC2=CSC=C2)=C 2-fluoro-1-(3-(3-(thiophen-3-ylethynyl)-1H-pyrazolo[3,4-b]pyridin-1-yl)azetidin-1-yl)prop-2-en-1-one